C(C)OC(=O)[C@H]1C2CCC([C@@H]1NC1=NC(=NN3C1=C(C=C3)C(F)(F)F)Cl)CC2 (1R,2S,3S,4R)-3-((2-chloro-5-(trifluoromethyl)pyrrolo[2,1-f][1,2,4]triazin-4-yl)amino)bicyclo[2.2.2]octane-2-carboxylic acid ethyl ester